1-(tert-butyl) 3-methyl (5S)-3-((6-((tert-butoxycarbonyl)amino)pyridazin-4-yl)methyl)-2-oxo-5-(trifluoromethyl)piperidine-1,3-dicarboxylate C(C)(C)(C)OC(=O)NC1=CC(=CN=N1)CC1(C(N(C[C@H](C1)C(F)(F)F)C(=O)OC(C)(C)C)=O)C(=O)OC